BrC=1N(C=C(N1)C(=O)OC)COCC[Si](C)(C)C methyl 2-bromo-1-((2-(trimethylsilyl)ethoxy)methyl)-1H-imidazole-4-carboxylate